[C@H](C)(CC)N1N=CC=2C1=NC(=NC2NC=2N=CN(C2)C2=CC(=C(C(=C2)OC)OC)OC)C(=C)C (S)-1-(sec-butyl)-6-(prop-1-en-2-yl)-N-(1-(3,4,5-trimethoxyphenyl)-1H-imidazol-4-yl)-1H-pyrazolo[3,4-d]Pyrimidine-4-amine